C(C)(C)(C)C1=NOC(=N1)C=1C(=NC(=NC1)NC1=CC(=C(C(=O)N(C)C)C=C1)C)N[C@H](CO)C1=CC=CC=C1 4-[[5-(3-tert-butyl-1,2,4-oxadiazol-5-yl)-4-[[(1S)-2-hydroxy-1-phenyl-ethyl]amino]pyrimidin-2-yl]amino]-N,N,2-trimethyl-benzamide